O[C@@H]1[C@@H]([C@H](CC1)N1C(C(=CC2=C1N=C(N=C2)NC2CCN(CC2)S(=O)(=O)C([2H])([2H])[2H])C([2H])([2H])[2H])=O)C (+)-8-((1S,2R,3S)-3-hydroxy-2-methylcyclopentyl)-6-(methyl-d3)-2-((1-((methyl-d3)sulfonyl)piperidin-4-yl)amino)pyrido[2,3-d]pyrimidin-7(8H)-one